2,2-bis(2-acryloyloxyethoxy)propane C(C=C)(=O)OCCOC(C)(C)OCCOC(C=C)=O